(R)-1-(3-chloro-5-(trifluoromethyl)pyrazin-2-yl)piperazine-2-carboxylic acid ClC=1C(=NC=C(N1)C(F)(F)F)N1[C@H](CNCC1)C(=O)O